tert-butyl rac-(4aR,7aS)-4-(6-chloropyridazin-3-yl)-2,3,4a,5,7,7a-hexahydropyrrolo[3,4-b][1,4]oxazine-6-carboxylate ClC1=CC=C(N=N1)N1[C@H]2[C@@H](OCC1)CN(C2)C(=O)OC(C)(C)C |r|